(2'S,3R)-8'-(difluoromethoxy)-3-fluoro-7-iodo-6'-(trifluoromethyl)-3'H-spiro[chroman-4,2'-imidazo[1,2-a]pyridine] FC(OC=1C=2N(C=C(C1)C(F)(F)F)C[C@]1(N2)[C@H](COC2=CC(=CC=C21)I)F)F